2,2,2-Trifluoroethyl 5-chloro-2-((4-oxopyrido[4,3-d]pyrimidin-3(4H)-yl)methyl)benzofuran-7-carboxylate ClC=1C=C(C2=C(C=C(O2)CN2C=NC3=C(C2=O)C=NC=C3)C1)C(=O)OCC(F)(F)F